2,4-difuranyl-formyloxybenzophenone O1C(=CC=C1)C1=C(C(=O)C2=CC=CC=C2)C=CC(=C1OC=O)C=1OC=CC1